N1(CCCCC1)S(=O)(=O)C=1C=C2C=CN(C2=CC1)C(C(=O)N)C 2-[5-(1-piperidylsulfonyl)indol-1-yl]propanamide